N-(3-(2H-tetrazol-5-yl)phenyl)-2-(benzo[d]oxazol-2-ylamino)-4-(2-chlorophenyl)-6-methyl-1,4-dihydropyrimidine-5-carboxamide N=1NN=NC1C=1C=C(C=CC1)NC(=O)C=1C(N=C(NC1C)NC=1OC2=C(N1)C=CC=C2)C2=C(C=CC=C2)Cl